CN(C)CCCCl N,N-dimethylaminoethyl-methyl chloride